C(CCCCCCCCCCCCCCCCCCCCC)OC=1C=C(COC(CNC(=O)C2=CC=C(C=C2)NNC(=O)[O-])=O)C=C(C1)OCCCCCCCCCCCCCCCCCCCCCC 2-(4-((2-(3,5-bis(docosyloxy)benzyloxy)-2-oxoethyl)carbamoyl)phenyl)hydrazine-1-carboxylate